1,2-propylene glycol dicaprylate C(CCCCCCC)(=O)OCC(C)OC(CCCCCCC)=O